C12CN(CC2C1)C1=NC2=C(C=C(C=C2C(N1C)=O)C)[C@@H](C)NC=1C(=NC(=CC1)Cl)C(=O)OC methyl 3-(((1R)-1-(2-(3-azabicyclo[3.1.0]hexan-3-yl)-3,6-dimethyl-4-oxo-3,4-dihydroquinazolin-8-yl)ethyl)amino)-6-chloropicolinate